2-(3-chlorobenzyl)-7-methoxypyrazolo[1,5-c]quinazolin-5-amine ClC=1C=C(CC2=NN3C(=NC=4C(=CC=CC4C3=C2)OC)N)C=CC1